2-(4-chlorophenoxy)-N-((1-(2-(4-chlorophenoxy)acetyl)piperidin-4-yl)methyl)acetamide ClC1=CC=C(OCC(=O)NCC2CCN(CC2)C(COC2=CC=C(C=C2)Cl)=O)C=C1